FC1=CC=C2C(C[C@H]([C@@H](C2=C1)NC(=O)NC=1C(=NC(=C(C1)C)C=1C=NC(=NC1)C)C1=CC=CC=C1)O)(C)C ((1R,2R)-7-fluoro-2-hydroxy-4,4-dimethyl-1,2,3,4-tetrahydronaphthalen-1-yl)-3-(5-methyl-6-(2-methylpyrimidin-5-yl)-2-phenylpyridin-3-yl)urea